COC=1C=C(C=NC1C)NC(OC1=CC=CC=C1)=O phenyl (5-methoxy-6-methylpyridin-3-yl)carbamate